9'-(4-(4-([1,1'-biphenyl]-2-yl)-2,5,6-tris(5H-pyrido[4,3-b]indol-5-yl)pyridin-3-yl)phenyl)-9'H-9,3':6',9''-tercarbazole C1(=C(C=CC=C1)C1=C(C(=NC(=C1N1C2=C(C=3C=CC=CC13)C=NC=C2)N2C1=C(C=3C=CC=CC23)C=NC=C1)N1C2=C(C=3C=CC=CC13)C=NC=C2)C2=CC=C(C=C2)N2C1=CC=C(C=C1C=1C=C(C=CC21)N2C1=CC=CC=C1C=1C=CC=CC21)N2C1=CC=CC=C1C=1C=CC=CC21)C2=CC=CC=C2